4-(Dimethylphosphoryl)-2-fluoro-N-(2-methoxypyridin-4-yl)benzamide tert-butyl-(2-((6-(4-(chloromethyl)pyrimidin-2-yl)pyridin-3-yl)amino)ethyl)carbamate C(C)(C)(C)N(C(O)=O)CCNC=1C=NC(=CC1)C1=NC=CC(=N1)CCl.CP(=O)(C)C1=CC(=C(C(=O)NC2=CC(=NC=C2)OC)C=C1)F